C(C)(=O)NC1=NC=CC(=C1)C1=C(N=C(N1)SC)C=1C=C(C=CC1)NC(C1=C(C(=CC=C1F)O)CN1C(C2=CC=CC=C2C1)=O)=O N-(3-(5-(2-acetamidopyridin-4-yl)-2-(methylthio)-1H-imidazol-4-yl)phenyl)-6-fluoro-3-hydroxy-2-((1-oxoisoindolin-2-yl)methyl)benzamide